OC1=C(C=CC=C1)C1=NC(=NC(=N1)C1=C(C=CC=C1)O)C1=CC=C(C(=O)O)C=C1 4-(4,6-bis(2-hydroxyphenyl)-1,3,5-triazin-2-yl)benzoic acid